1-chloro-9,10-bis(4-methylbenzoyloxy)anthracene ClC1=CC=CC2=C(C3=CC=CC=C3C(=C12)OC(C1=CC=C(C=C1)C)=O)OC(C1=CC=C(C=C1)C)=O